1-(5,5-bis(4-methoxyphenyl)pentyl)-3-(4-chloro-3-nitrophenyl)urea COC1=CC=C(C=C1)C(CCCCNC(=O)NC1=CC(=C(C=C1)Cl)[N+](=O)[O-])C1=CC=C(C=C1)OC